C(C)N1N=C2C=CC(=CC2=C1C1=NC=CC=N1)OC(C)C 2-[2-ethyl-5-(propan-2-yloxy)-2H-indazol-3-yl]pyrimidin